C(CCCCCCCCCCCCCCCCCCCCCCCCCCCCCCCCCCCCCCC)(=O)OCCCCCCCC\C=C/CCCCCCCC oleyl tetracontanate